C1(CC1)N(C(=O)C1=NN2C(CNCCC2)=C1C)C N-cyclopropyl-N,3-dimethyl-5,6,7,8-tetrahydro-4H-pyrazolo[1,5-a][1,4]diazepine-2-carboxamide